N1(CCC1)CC=1C=NN(C1)C1=NC(=NC=C1C)NC=1C(=CC(=C(C1)NC(C=C)=O)N1CCN(CC1)C)OC N-(5-(4-(4-(azetidin-1-ylmethyl)-1H-pyrazol-1-yl)-5-methylpyrimidin-2-ylamino)-4-methoxy-2-(4-methylpiperazin-1-yl)phenyl)acrylamide